ClC=1C=C([C@@H](N)CO)C=CC1 (R)-3-chlorophenylglycinol